2'-(5-tert-butyl-1H-1,3-benzodiazol-2-yl)-4'-fluoro-4-{[(1R)-1-phenylbutyl]carbamoyl}-[1,1'-biphenyl]-2-carboxylic acid C(C)(C)(C)C1=CC2=C(NC(=N2)C2=C(C=CC(=C2)F)C=2C(=CC(=CC2)C(N[C@H](CCC)C2=CC=CC=C2)=O)C(=O)O)C=C1